NC1=CC2=CN(N=C2C=C1OC)C1CCC(CC1)CN1CCC2(CCN(CC2)C2=CC=CC=3N(C(N(C32)C)=O)C3C(NC(CC3)=O)=O)CC1 3-[4-[9-[[4-(5-Amino-6-methoxy-indazol-2-yl)cyclohexyl]methyl]-3,9-diazaspiro[5.5]undecan-3-yl]-3-methyl-2-oxo-benzimidazol-1-yl]piperidine-2,6-dione